ClC=1C(=NN(C1C)C=1C=C(C(=O)N(C)C2=CC3=C(OC(O3)(F)F)C=C2)C=CC1)C(F)(F)F 3-[4-Chloro-5-methyl-3-(trifluoromethyl)pyrazol-1-yl]-N-(2,2-difluoro-1,3-benzodioxol-5-yl)-N-methyl-benzamide